O1C(=NC=C1)N1N=C2CCCCC2=C1O (Oxazol-2-yl)-4,5,6,7-tetrahydro-2H-indazol-3-ol